methyl 4-(6-aminohexanamido)-2-(3-aminoprop-1-yn-1-yl)benzoate NCCCCCC(=O)NC1=CC(=C(C(=O)OC)C=C1)C#CCN